(S)-3-(7-chloro-2-oxo-3-(pent-3-yl)-5-phenyl-2,3-dihydro-1H-benzo[e][1,4]diazepin-1-yl)-N-(methylsulfonyl)propanamide ClC1=CC2=C(N(C([C@@H](N=C2C2=CC=CC=C2)C(CC)CC)=O)CCC(=O)NS(=O)(=O)C)C=C1